N-(4-(3-(4-cyclopropylphenoxy)propyl)phenyl)piperazine-1-carboxamide hydrochloride Cl.C1(CC1)C1=CC=C(OCCCC2=CC=C(C=C2)NC(=O)N2CCNCC2)C=C1